N-(4-methyl-3-(7-methyl-2-morpholino-8-oxo-7,8-dihydropyrido[3,4-d]pyrimidin-6-yl)phenyl)-3-(trifluoromethyl)benzamide CC1=C(C=C(C=C1)NC(C1=CC(=CC=C1)C(F)(F)F)=O)C1=CC2=C(N=C(N=C2)N2CCOCC2)C(N1C)=O